4-methylpyrrolidine-1-carboxylate CC1CCN(C1)C(=O)[O-]